C(C)(C)N1N=C(C2=NC(=CC(=C21)N)C=2C(=NC=CC2)OC)C 1-isopropyl-5-(2-methoxypyridin-3-yl)-3-methyl-1H-pyrazolo[4,3-b]pyridin-7-amine